CN1C(=NN=C1)[C@@H](CC1(COC1)C)C=1C=C(C=CC1)N1C(C2=CC(=CC(=C2C1)C(F)(F)F)CNC1(CCC1)C)=O (S)-2-(3-(1-(4-methyl-4H-1,2,4-triazol-3-yl)-2-(3-methyloxetan-3-yl)ethyl)phenyl)-6-(((1-methylcyclobutyl)amino)methyl)-4-(trifluoromethyl)isoindolin-1-one